8-methyl-3-(4-(4,4,5,5-tetramethyl-1,3,2-dioxaborolan-2-yl)phenyl)-3,8-diazabicyclo[3.2.1]octane CN1C2CN(CC1CC2)C2=CC=C(C=C2)B2OC(C(O2)(C)C)(C)C